(R)-2-(1-(5-cyclohexylpyridin-3-yl)cyclopropyl)-6-(2-hydroxy-2-(3'-(trifluoromethoxy)-[1,1'-biphenyl]-3-yl)acetyl)-3,5,6,7,8,9-hexahydro-4H-pyrimido[5,4-c]azepin-4-one C1(CCCCC1)C=1C=C(C=NC1)C1(CC1)C=1NC(C=2CN(CCCC2N1)C([C@@H](C=1C=C(C=CC1)C1=CC(=CC=C1)OC(F)(F)F)O)=O)=O